NC1=C2N=C(N(C2=NC=N1)CCCNS(=O)(=O)C(C)C)SC=1C=C2C(CCC2=CC1I)=O Propane-2-sulfonic acid {3-[6-amino-8-(6-iodo-3-oxo-indan-5-ylsulfanyl)-purin-9-yl]-propyl}-amide